O=S1(N(CNC2=C1C=CC=C2)CC2=C(C=CC=C2)OC(C=COC)=O)=O.FC=2C=CC=C1C(=NNC(C21)=O)C2=C(C=C(C=C2)C)OC 8-fluoro-4-(2-methoxy-4-methylphenyl)Phthalazin-1(2H)-one ((1,1-dioxo-3,4-dihydro-2H-benzo[E][1,2,4]thiadiazin-2-yl)methylphenyl)-3-methoxyacrylate